N4-Phenylpyrimidine-2,4-diamine C1(=CC=CC=C1)NC1=NC(=NC=C1)N